2-methyl-2,3-dihydropyrazolo[5,1-b]oxazole methyl-1-[4-(4-fluorophenyl)-7-hydroxy-3-isopropyl-2-quinolyl]azetidine-3-carboxylate COC(=O)C1CN(C1)C1=NC2=CC(=CC=C2C(=C1C(C)C)C1=CC=C(C=C1)F)O.CC1CN2C(O1)=CC=N2